OCNC1=C2NC=NC2=NC=N1 N6-hydroxymethyladenine